ClC1=C(C=CC=C1)C1=NOC(=C1)C1=CC=C(C=C1)SCC 3-(2-Chlorophenyl)-5-[4-(ethylsulfanyl)phenyl]-1,2-oxazole